COC1=C(CNC=2C3=C(N=CN2)C(=CS3)C=3C=NN(C3)C=3C=C(C=CC3C)NC(=O)N3CC(CC3)C(F)(F)F)C=CC(=C1)OC N-(3-(4-(4-((2,4-dimethoxybenzyl)amino)thieno[3,2-d]pyrimidin-7-yl)-1H-pyrazol-1-yl)-4-methylphenyl)-3-(trifluoromethyl)pyrrolidine-1-carboxamide